(R)-8-benzyloxy-5-(2-((5,6-diethyl-2,3-dihydro-1H-inden-2-yl)amino)-1-Hydroxyethyl)quinolin-2(1H)-one C(C1=CC=CC=C1)OC=1C=CC(=C2C=CC(NC12)=O)[C@H](CNC1CC2=CC(=C(C=C2C1)CC)CC)O